BrC1=CC=C(C=C1)C1=CC=C(C=C1)Br 4,4'-dibromobiphenyl